di-n-propyl-[(dimethylsiloxy)dimethyl-siloxy]silane C(CC)[SiH](O[Si](C)(C)O[SiH](C)C)CCC